(6,7-dihydro-5H-pyrrolo[1,2-c]imidazol-5-yl)methyl methanesulfonate CS(=O)(=O)OCC1CCC=2N1C=NC2